(S)-N-(4-(6,7-difluoro-1H-indol-3-yl)-5-(trifluoromethyl)pyrimidin-2-yl)azepan-3-amine FC1=CC=C2C(=CNC2=C1F)C1=NC(=NC=C1C(F)(F)F)N[C@@H]1CNCCCC1